C(CC)C(CC)CCC=C 3-propyl-6-heptene